syn-3-(3-((dimethylamino)methyl)-4-hydroxy-1-(4-methoxyphenethyl)piperidin-4-yl)benzamide CN(C)CC1CN(CCC1(O)C=1C=C(C(=O)N)C=CC1)CCC1=CC=C(C=C1)OC